6-Bromo-2-(trifluoromethyl)imidazo[1,2-a]pyrimidine BrC=1C=NC=2N(C1)C=C(N2)C(F)(F)F